CNC1CN2C(OC1)=CC=N2 6-(methylamino)-6,7-dihydro-5H-pyrazolo[5,1-b][1,3]oxazine